(isopropyl-d)(dibenzofuranyl)pyridine C(C)(C)([2H])C=1C(=NC=CC1)C1=CC=CC=2OC3=C(C21)C=CC=C3